O1COC2=C1C=CC=C2CNCC2=CC=C(C=C2)OC N-(1,3-benzodioxol-4-ylmethyl)-1-(4-methoxyphenyl)-methanamine